N1=CC(=C2N1C=CN=C2)C2=NNC=C2NC=2N=CC1=C(N2)NC(C12CC2)=O 2'-((3-(pyrazolo[1,5-a]pyrazin-3-yl)-1H-pyrazol-4-yl)amino)spiro[cyclopropane-1,5'-pyrrolo[2,3-d]pyrimidin]-6'(7'H)-one